(2-chloro-4-fluoro-3-{6-oxo-4-[6-(2-propoxyethoxy)pyridin-3-yl]-1,6-dihydropyrimidin-2-yl}benzyl)isobutyramide ClC1=C(CC(C(=O)N)(C)C)C=CC(=C1C=1NC(C=C(N1)C=1C=NC(=CC1)OCCOCCC)=O)F